6-hydroxy-2-(piperidin-4-yl)-3,4-dihydroisoquinolin-1-one OC=1C=C2CCN(C(C2=CC1)=O)C1CCNCC1